C12C(CC(CC1)CC2)C(C)NS(=O)(=O)C=2C(=C(C(=O)O)C=CC2)C 3-(N-(1-(bicyclo[2.2.2]octan-2-yl)ethyl)sulfamoyl)-2-methyl-benzoic acid